ClC1=C(OC2=CC=CC3=C2NC(=NS3(=O)=O)NCC=3C=C(C#N)C=CC3)C=CC=C1 3-(((5-(2-chlorophenoxy)-1,1-dioxido-4H-benzo[e][1,2,4]thiadiazin-3-yl)amino)methyl)benzonitrile